9,10-bis(4-hexylbenzoyloxy)anthracene C(CCCCC)C1=CC=C(C(=O)OC=2C3=CC=CC=C3C(=C3C=CC=CC23)OC(C2=CC=C(C=C2)CCCCCC)=O)C=C1